C1(=CC=CC=C1)P(=O)(C1=CC=CC=C1)CS(=O)(=O)NC(OC(C)(C)C)=O tert-butyl {[(diphenylphosphoryl)methyl]sulfonyl}carbamate